FC1=C(C=C(CC2=NNC(C3=CC=CC=C23)=O)C=C1)C(=O)N1C[C@H](CC1)O (S)-4-(4-fluoro-3-(3-hydroxypyrrolidine-1-carbonyl)benzyl)phthalazin-1(2H)-one